1'-(4-iodo-1-methyl-1H-pyrazol-5-yl)-2'-oxospiro[cyclopentane-1,3'-indoline]-4'-carbonitrile IC=1C=NN(C1N1C(C2(C=3C(=CC=CC13)C#N)CCCC2)=O)C